[Si].S[Ti] sulfydryl-titanium silicon